COC(C1=CC(=C(C(=C1)F)C=O)F)=O 3,5-difluoro-4-formylbenzoic acid methyl ester